O1C(CCCC1)O[C@@H]1CO[C@@H]2[C@@H](CO[C@H]12)OC1=NC2=CC(=C(N=C2N1COCC[Si](C)(C)C)C1=CC=C(OCCN)C=C1)Cl 2-[p-(2-{(1R,4R,5R,8R)-8-(tetrahydro-2H-pyran-2-yloxy)-2,6-dioxabicyclo[3.3.0]oct-4-yloxy}-6-chloro-3-{[2-(trimethylsilyl)ethoxy]methyl}-3H-1,3,4-triazainden-5-yl)phenoxy]ethylamine